ClC=1C(=C(C=C(C1OC)F)C(C(=O)O)C(C=O)C)F 3-Chloro-2,5-difluoro-4-methoxyphenyl-3-methyl-4-oxobutanoic acid